Cyclopropyl carbamate C(N)(OC1CC1)=O